1-hydroxy-4-(trifluoromethyl)-1,3-dihydrobenzo[c][1,2]oxaborole-6-carboxylic acid 2,5-dioxopyrrolidin-1-yl ester O=C1N(C(CC1)=O)OC(=O)C=1C=C(C2=C(B(OC2)O)C1)C(F)(F)F